C(C)(C)(C)NS(=O)(=O)C=1C=C(C=CC1)NC(=O)C1=NC=C(N=C1C1=CC=C(C=C1)F)NC(CO)(C)C N-(3-(N-(tert-butyl)sulfamoyl)phenyl)-3-(4-fluorophenyl)-5-((1-hydroxy-2-methylpropan-2-yl)amino)pyrazine-2-carboxamide